4-(dicyano(methoxymethoxy)methyl)-3,5,6-trifluorobenzoate C(#N)C(C1=C(C=C(C(=O)[O-])C(=C1F)F)F)(OCOC)C#N